TRIAZOLE-3-CARBOXYLIC ACID C1=CN(N=N1)C(=O)O